(1R,2S,3S)-2,3-diazidocyclohexanol N(=[N+]=[N-])[C@@H]1[C@@H](CCC[C@@H]1N=[N+]=[N-])O